Methyl-2-(4-cyano-3-fluorophenyl)-5-[1-(phenylsulfonyl)-1H-pyrrolo[2,3-b]pyridin-4-yl]-1-{[2-(trimethylsilyl) ethoxy]methyl}-1H-pyrrole-3-carboxylate COC(=O)C1=C(N(C(=C1)C1=C2C(=NC=C1)N(C=C2)S(=O)(=O)C2=CC=CC=C2)COCC[Si](C)(C)C)C2=CC(=C(C=C2)C#N)F